O1[C@H](COCC1)CN1N=C2C3=C(CCC2=C1)OC(=C3C(F)(F)F)C(=O)NCC=3N=CN(C3)C 2-[(2S)-1,4-Dioxan-2-ylmethyl]-N-[(1-methyl-1H-imidazol-4-yl)methyl]-8-(trifluoromethyl)-4,5-dihydro-2H-furo[2,3-g]indazol-7-carboxamid